1-[4-(azetidin-1-yl)pyridin-2-yl]-N-{6-methoxy-1-methylpyrazolo[4,3-c]pyridin-7-yl}pyrazole-4-sulfonamide N1(CCC1)C1=CC(=NC=C1)N1N=CC(=C1)S(=O)(=O)NC=1C2=C(C=NC1OC)C=NN2C